N=S(=O)(C1=CC=C(C=C1)CC=1C(=NC=2N(C1)N=CN2)C)C imino(methyl)[4-({5-methyl-[1,2,4]triazolo[1,5-a]pyrimidin-6-yl}methyl)phenyl]-λ6-sulfanone